tert-butyl (4-((3-bromo-1-((2-(trimethylsilyl)ethoxy)methyl)-1H-pyrrolo[2,3-b]pyridin-4-yl) oxy)-2-fluorophenyl)carbamate BrC1=CN(C2=NC=CC(=C21)OC2=CC(=C(C=C2)NC(OC(C)(C)C)=O)F)COCC[Si](C)(C)C